C1(CCCCC1)NC1CCCCC1.SC=1SC2=C(N1)C=CC=C2 2-mercaptobenzothiazole-dicyclohexylamine salt